C(CCCCCCCC=CCC=CCCCCCCCCCCCCC)(=O)O Hexacosa-9,12-dienoic acid